N-(2-chlorophenyl)-1-methyl-9-(1-methyl-1H-pyrazol-4-yl)-6,7-dihydro-5H-benzo[c][1,2,3]triazolo[1,5-a]azepin-7-amine ClC1=C(C=CC=C1)NC1C2=C(C=3N(CC1)N=NC3C)C=CC(=C2)C=2C=NN(C2)C